N1=CSC=2C=NC=C(C21)C2CC(C2)O (1s,3s)-3-(thiazolo[5,4-c]pyridin-7-yl)cyclobutan-1-ol